Cl.FC=1C(=C(C=CC1F)C(=O)N1CC(C1)(O)CNC(C1=CC=CC=C1)=N)NC1=C(C=C(C=C1)I)F N-{[1-({3,4-difluoro-2-[(2-fluoro-4-iodophenyl)amino]Phenyl}carbonyl)-3-hydroxyazetidin-3-yl]Methyl}benzamidine hydrochloride